C(C)(=O)N1C[C@@H]2N(C3=C(OC2)C=C(C=C3)N3C(NC(CC3)=O)=O)CC1 (S)-1-(3-acetyl-1,2,3,4,4a,5-hexahydrobenzo[b]pyrazino[1,2-d][1,4]oxazin-8-yl)dihydropyrimidine-2,4(1H,3H)-dione